tert-butyl 6-(6-chloropyridin-3-yl)-2,6-diazaspiro[3.3]heptane-2-carboxylate ClC1=CC=C(C=N1)N1CC2(CN(C2)C(=O)OC(C)(C)C)C1